tert-butyl 3-(((4-bromo-2-methyl-2H-indazol-7-yl)oxy)methyl)azetidine-1-carboxylate BrC=1C2=CN(N=C2C(=CC1)OCC1CN(C1)C(=O)OC(C)(C)C)C